N'-hydroxy-4-vinylbenzimidamide ON=C(C1=CC=C(C=C1)C=C)N